2-(6,6-Difluoro-3-(4-hydroxypiperidin-1-carbonyl)-4,5,6,7-tetrahydro-1H-indazol-1-yl)-1-(4-(2,3-dimethylphenyl)piperazin-1-yl)ethanon FC1(CCC=2C(=NN(C2C1)CC(=O)N1CCN(CC1)C1=C(C(=CC=C1)C)C)C(=O)N1CCC(CC1)O)F